tert-butyl N-(6-cyano-8-methyl-imidazo[1,2-a]pyrazin-2-yl)carbamate C(#N)C=1N=C(C=2N(C1)C=C(N2)NC(OC(C)(C)C)=O)C